OC=1C=C(C=CC1)C1(CC(C1)C)C=O ((1s,3s)-3-hydroxyPhenyl-3-methylcyclobutyl)methanone